tert-butyl [(2R)-8-fluoro-6-hydroxy-4-methyl-7-(1,1,4-trioxo-1λ6,2,5-thiadiazolidin-2-yl)-1,2,3,4-tetrahydronaphthalen-2-yl]carbamate FC=1C(=C(C=C2C(C[C@H](CC12)NC(OC(C)(C)C)=O)C)O)N1S(NC(C1)=O)(=O)=O